dimethyl-4-hydroxytryptophan CN([C@@H](CC1=CNC2=CC=CC(=C12)O)C(=O)O)C